C(C)(C)[Si](OC1=CC=C(C(=O)OC2=CC(=C(C=C2)OC(\C=C\C2=CC3=CC=C(C=C3C=C2)OCCC(CO[Si](C)(C)C(C)(C)C)CO[Si](C)(C)C(C)(C)C)=O)C)C=C1)(C(C)C)C(C)C [4-[(E)-3-[6-[4-[tert-butyl (dimethyl) silyl] oxy-3-[[tert-butyl (dimethyl) silyl] oxymethyl] butoxy]-2-naphthyl] prop-2-enoyl] oxy-3-methyl-phenyl] 4-triisopropylsilyloxybenzoate